C(C(C)(C)C)(=O)OCOP(=O)(OC1=C(C(=CC(=C1)CCCCC)OP(=O)(C)OCOC(C(C)(C)C)=O)C1=C(C=CC(=C1)C)C(=C)C)C ((methyl((5'-methyl-4-pentyl-6-((((pivaloyloxy)methoxy)(methyl)phosphoryl)oxy)-2'-(prop-1-en-2-yl)-[1,1'-biphenyl]-2-yl)oxy)phosphoryl)oxy)methyl pivalate